OC[C@@H](C)NC(=O)C=1C=NC(=C(C1)C1=NN(C=C1)C)OC1=CC=C(C=C1)C N-[(2R)-1-Hydroxypropan-2-yl]-6-(4-methylphenoxy)-5-(1-methyl-1H-pyrazol-3-yl)pyridine-3-carboxamide